tert-butyl (S)-4-(3-cyclobutyl-1-(3-fluorophenyl)-1H-pyrrolo[3,2-c]pyridin-4-yl)-3-methylpiperazine-1-carboxylate C1(CCC1)C1=CN(C2=C1C(=NC=C2)N2[C@H](CN(CC2)C(=O)OC(C)(C)C)C)C2=CC(=CC=C2)F